N-(3-(2-((4-methoxybenzyl)oxy)propan-2-yl)isoxazol-5-yl)-2-(4-(trifluoromethyl)phenyl)pyrazolidine-1-carboxamide COC1=CC=C(COC(C)(C)C2=NOC(=C2)NC(=O)N2N(CCC2)C2=CC=C(C=C2)C(F)(F)F)C=C1